1-(tert-butyl) 3-methyl 3-methylindoline-1,3-dicarboxylate CC1(CN(C2=CC=CC=C12)C(=O)OC(C)(C)C)C(=O)OC